C[C@@H]1CN(CCC1)CC1=CC2=C(C(NC=C2C(F)(F)F)=O)N1 2-[[(3s)-3-methylpiperidin-1-yl]methyl]-4-(trifluoromethyl)-1,6-dihydropyrrolo[2,3-c]pyridin-7-one